rac-4-cyclopropoxy-N-{1-[2-(1-{4-[(3r)-2,6-dioxopiperidin-3-yl]phenyl}piperidin-4-yl)ethyl]piperidin-4-yl}-1-[6-(2-hydroxyphenyl)pyridazin-4-yl]-N-methylpiperidine-4-carboxamide C1(CC1)OC1(CCN(CC1)C1=CN=NC(=C1)C1=C(C=CC=C1)O)C(=O)N(C)C1CCN(CC1)CCC1CCN(CC1)C1=CC=C(C=C1)[C@@H]1C(NC(CC1)=O)=O |r|